O.O.Cl(=O)(=O)(=O)O Perchlorate Dihydrate